aminopropyl-dimethyl-bis(dodecyloxy)-propanaminium bromide [Br-].NCCCCC(C([NH3+])(OCCCCCCCCCCCC)OCCCCCCCCCCCC)(C)C